4-(((trans)-4-(4-(4-methylpiperazin-1-yl)phenyl)cyclohexyl)oxy)-1H-1,2,3-triazole-5-carboxylic acid 2,2,2-trifluoroacetate FC(C(=O)O)(F)F.CN1CCN(CC1)C1=CC=C(C=C1)[C@@H]1CC[C@H](CC1)OC=1N=NNC1C(=O)O